(5-ethynylpyridin-2-yl)methyl 4-methylbenzenesulfonate CC1=CC=C(C=C1)S(=O)(=O)OCC1=NC=C(C=C1)C#C